(NZ)-N-[(5R)-5-{3-[6-chloro-2-(dimethylamino)benzimidazol-1-yl]-2-fluoro-phenyl}-2,5-Dimethyl-1,1-dioxo-1,2,4-thiadiazine-3-ylidene]Carbamic acid tert-butyl ester C(C)(C)(C)OC(\N=C\1/N(S(C[C@@](N1)(C)C1=C(C(=CC=C1)N1C(=NC2=C1C=C(C=C2)Cl)N(C)C)F)(=O)=O)C)=O